5-chloro-2-fluoro-4-((2-fluoro-6-(methoxymethyl)benzyl)amino)-N-(thiazol-4-yl)benzenesulfonamide ClC=1C(=CC(=C(C1)S(=O)(=O)NC=1N=CSC1)F)NCC1=C(C=CC=C1COC)F